2,3-dihydro-benzo[1,4]dioxine-6-carboxylic acid (2-diethylamino-benzooxazol-5-yl)-amide C(C)N(C=1OC2=C(N1)C=C(C=C2)NC(=O)C2=CC1=C(OCCO1)C=C2)CC